N-methoxyquinolinium CO[N+]1=CC=CC2=CC=CC=C12